9-chloro-10-(2,4-difluorophenyl)-7-((S)-3-methylpiperazin-1-yl)-2,3-dihydro-5H-[1,4]thiazino[2,3,4-ij]quinazolin-5-one ClC=1C=C2C(=NC(N3C2=C(C1C1=C(C=C(C=C1)F)F)SCC3)=O)N3C[C@@H](NCC3)C